O=C1N(CCC(N1)=O)C1=NN(C2=C(C=CC=C12)NC(CN1[C@H](CN(C[C@H]1C)C(=O)OC(C)(C)C)C)=O)C tert-butyl (3s,5r)-4-(2-((3-(2,4-dioxotetrahydropyrimidin-1(2H)-yl)-1-methyl-1H-indazol-7-yl) amino)-2-oxoethyl)-3,5-dimethylpiperazine-1-carboxylate